S1C2=C(C(=C1)NC(=O)C=1C=C3CN(C(C3=CC1)=O)C1C(NC(CC1)=O)=O)C=CC=C2 N-(benzo[b]thiophen-3-yl)-2-(2,6-dioxopiperidin-3-yl)-1-oxoisoindoline-5-carboxamide